P(=O)(OC1=C(C=CC=C1)CC)(OC1=C(C=CC=C1)CC)OC1=CC=CC=C1 di(ethylphenyl) phenyl phosphate